tris(2-carboxyethyl)-3,6,9,15-tetraazabicyclo[9.3.1]pentadeca-1(15),11,13-triene C(=O)(O)CCN1C(C=2C=CC=C(CNCCNCC1)N2)(CCC(=O)O)CCC(=O)O